2,5-dihydroxymuconic acid O/C(/C(=O)O)=C\C=C(\C(=O)O)/O